O[C@@H]1C[C@H](N(C1)C([C@H](C(C)(C)C)N1N=NC(=C1)C1=C(C=CC=C1)OC)=O)C(=O)NC (2S,4r)-4-hydroxy-1-[(2S)-2-[4-(2-methoxyphenyl)triazol-1-yl]-3,3-dimethyl-butyryl]-N-methyl-pyrrolidine-2-carboxamide